COC(C(=O)N[C@H]1C=C[C@H](C1)C(=O)OC(C)C)C(=O)NC1=C2C=CN(C2=CC=C1)C isopropyl (1S,4R)-4-[[2-methoxy-3-[(1-methylindol-4-yl)amino]-3-oxo-propanoyl]amino]cyclopent-2-ene-1-carboxylate